The molecule is the betaine obtained by transfer of a proton from the carboxylic acid group to the amino group of L-aspartic acid 4-semialdehyde. It is a tautomer of a L-aspartic 4-semialdehyde. C(C=O)[C@@H](C(=O)[O-])[NH3+]